C(C)C1(C(NC2=CC=C(C=C2C1)[N+](=O)[O-])=O)C 3-ethyl-3-methyl-6-nitro-1,4-dihydroquinolin-2-one